C(C1=CC=CC=C1)NC(=O)NCC(CC1CC2CCC(C1)N2C)(C2=CC=CC=C2)C2=CC=CC=C2 1-benzyl-3-[3-((endo)-8-methyl-8-azabicyclo[3.2.1]oct-3-yl)-2,2-diphenyl-propyl]-urea